9,9-dimethyl-8-oxo-3-(pyrazin-2-yl)-1-oxaspiro[4.5]decane-7-carbonitrile CC1(C(C(CC2(CC(CO2)C2=NC=CN=C2)C1)C#N)=O)C